tert-butyl 4-(5-chloro-2-fluoro-4-methoxy-phenyl)-3,6-dihydro-2H-pyridine-1-carboxylate ClC=1C(=CC(=C(C1)C=1CCN(CC1)C(=O)OC(C)(C)C)F)OC